(S)-2-((3S,3'S)-4,4-difluoro-6'-oxo-[3,3'-bipiperidin]-1-yl)-N-(5-(2,4-difluorophenoxy)pyrazin-2-yl)propanamide FC1([C@H](CN(CC1)[C@H](C(=O)NC1=NC=C(N=C1)OC1=C(C=C(C=C1)F)F)C)[C@H]1CNC(CC1)=O)F